7-((2S,5R)-2,5-dimethylpiperazin-1-yl)-4-methyl-5-oxo-4,5-dihydropyrazolo[1,5-a]pyrimidine-2-carbonitrile C[C@@H]1N(C[C@H](NC1)C)C1=CC(N(C=2N1N=C(C2)C#N)C)=O